O.C(=O)(O)CN([C@@H](CCCCN)C(=O)O)CC(=O)O di(carboxymethyl)-L-lysine hydrate